(4-methylpiperazin-1-yl)(5,6,7,8-tetrahydro-4H-pyrazolo[1,5-a][1,4]diazepin-2-yl)methanone CN1CCN(CC1)C(=O)C1=NN2C(CNCCC2)=C1